(8-fluoro-2-{[(2R,7aS)-2-fluorotetrahydro-1H-pyrrolizin-7a(5H)-yl]methoxy}-4-[1-(2-methoxyethyl)-1H-1,2,3-triazol-4-yl]pyrido[4,3-d]pyrimidin-7-yl)naphthalen-2-ol FC1=C(N=CC2=C1N=C(N=C2C=2N=NN(C2)CCOC)OC[C@]21CCCN1C[C@@H](C2)F)C2=C(C=CC1=CC=CC=C21)O